FC(F)(F)C=1C(=NC=CC1)C=1C=NC=CC1 (trifluoromethyl)[2,3'-bipyridine]